COC1=NC=CC=C1C(C#N)(C)C 2-(2-methoxypyridin-3-yl)-2-methylpropanenitrile